Ethyl 8-bromo-6-chloro-3,4-dihydro-1H-2-benzopyran-1-carboxylate BrC1=CC(=CC=2CCOC(C21)C(=O)OCC)Cl